P(=O)(O)(O)O.C(C)(=O)N[C@H]1[C@@H](C=C(C[C@@H]1N)C(=O)OCC)OC(CC)CC (-)-Ethyl (3R,4R,5S)-4-acetamido-5-amino-3-(1-ethylpropoxy)cyclohex-1-ene-1-carboxylate monophosphate